[Ir].[Ir](Cl)(Cl)(Cl)Cl iridium tetrachloride Iridium